1-(2-methylphenyl)piperazine hydrochloride Cl.CC1=C(C=CC=C1)N1CCNCC1